1-docosanoyl-2-(6Z,9Z,12Z,15Z-octadecatetraenoyl)-glycero-3-phosphoserine CCCCCCCCCCCCCCCCCCCCCC(=O)OC[C@H](COP(=O)(O)OC[C@@H](C(=O)O)N)OC(=O)CCCC/C=C\C/C=C\C/C=C\C/C=C\CC